BrC1=C2C=C(NC2=CC=C1)C 4-Bromo-2-methyl-indole